(S)-2-amino-3-(1-(carboxymethyl)piperazin-4-yl)propionic acid N[C@H](C(=O)O)CN1CCN(CC1)CC(=O)O